[N+](=O)([O-])C1=CC2=C(N=C(S2)NC(=NC(=O)NC2=C(C=CC=C2)Cl)N)C=C1 N-6-nitrobenzo[d]thiazol-2-yl-N''-(2-chloroaniline-carbonyl)-guanidine